Methyl (E)-2-((6'S,7'S)-6'-ethyl-7-(furan-3-yl)-4-methoxy-3-oxo-2',3',6',7',8',8a'-hexahydro-5'H-spiro[indoline-2,1'-indolizin]-7'-yl)-3-methoxyacrylate C(C)[C@@H]1CN2CCC3(C2C[C@@H]1/C(/C(=O)OC)=C\OC)NC1=C(C=CC(=C1C3=O)OC)C3=COC=C3